[Na+].ClC1=C(OC=2C=C(C(N(C2)CP([O-])([O-])=O)=O)C(C)C)C(=CC(=C1)N1N=C(C(NC1=O)=O)C#N)Cl.[Na+] (5-(2,6-Dichloro-4-(6-cyano-3,5-dioxo-4,5-dihydro-1,2,4-triazin-2(3H)-yl)phenoxy)-3-isopropyl-2-oxopyridin-1(2H)-yl)methylphosphonic acid sodium salt